ClC=1C(=C(C=CC1)NC(=O)C1=NN2C(OCC[C@H]2C2=CC=CC=C2)=N1)F (S)-N-(3-chloro-2-fluorophenyl)-7-phenyl-6,7-dihydro-5H-[1,2,4]-triazolo[5,1-b][1,3]oxazine-2-carboxamide